1-((3-Cyclopropylpyridin-2-yl)methyl)-3-((1r,4r)-4-(2-methoxy-4-methylpyridin-3-yl)cyclohexyl)-7-methyl-1,8-naphthyridin-2(1H)-one C1(CC1)C=1C(=NC=CC1)CN1C(C(=CC2=CC=C(N=C12)C)C1CCC(CC1)C=1C(=NC=CC1C)OC)=O